2-(7-Chloro-9H-carbazol-3-yl)acetic acid ClC1=CC=C2C=3C=C(C=CC3NC2=C1)CC(=O)O